4-methyl-5-(8-methyl-[1,2,4]triazolo[1,5-a]pyridin-6-yl)-N-(1-methylpiperidin-4-yl)-1H-pyrazole-3-carboxamide CC=1C(=NNC1C=1C=C(C=2N(C1)N=CN2)C)C(=O)NC2CCN(CC2)C